5-(8-morpholinoimidazo[1,2-b]pyridazin-6-yl)-1H-pyrimidine-2,4-dione O1CCN(CC1)C=1C=2N(N=C(C1)C=1C(NC(NC1)=O)=O)C=CN2